N-(2-amino-3-fluoro-4-((4-nitrobenzyl)amino)phenyl)decanamide NC1=C(C=CC(=C1F)NCC1=CC=C(C=C1)[N+](=O)[O-])NC(CCCCCCCCC)=O